1-(4-(9,10-di(naphthalen-2-yl)anthracen-2-yl)phenyl)-2H-benzo[d]imidazole C1=C(C=CC2=CC=CC=C12)C=1C2=CC=CC=C2C(=C2C=CC(=CC12)C1=CC=C(C=C1)N1CNC2=C1C=CC=C2)C2=CC1=CC=CC=C1C=C2